NC1CC(C1)C(=O)OC(C)(C)C tert-Butyl (1s,3s)-3-Aminocyclobutane-1-carboxylate